3-chloro-N-((1R,2R,4S)-7-cyano-7-azabicyclo[2.2.1]heptan-2-yl)-4'-(cyanomethyl)[biphenyl]-4-carboxamide ClC=1C=C(C=CC1C(=O)N[C@H]1[C@H]2CC[C@@H](C1)N2C#N)C2=CC=C(C=C2)CC#N